NC(C(C(=O)O)C)\C=C\C(=CC(C(CC1=CC=CC=C1)OC)C)C E-3-amino-9-methoxy-2,6,8-trimethyl-10-phenyldeca-4,6-dienoic acid